COC(=O)C1CC2(C1)CC(C2)O 6-hydroxy-spiro[3.3]heptane-2-carboxylic acid methyl ester